ClC1=C(C(=CC=C1Cl)O)[C@@H]1CC=2N(C(=CN2)C(=O)O)C1 (S)-6-(2,3-dichloro-6-hydroxyphenyl)-6,7-dihydro-5H-pyrrolo[1,2-a]imidazole-3-carboxylic acid